(S)-2-[(S)-3-isobutyl-4-(o-nitrophenylsulfonyl)-2-oxo-1-piperazinyl]-4-methylpentanoic acid methyl ester COC([C@H](CC(C)C)N1C([C@@H](N(CC1)S(=O)(=O)C1=C(C=CC=C1)[N+](=O)[O-])CC(C)C)=O)=O